C1(CCCC(CCCCCCCCC1)=O)=O cyclotetradecane-1,5-dione